2-aminolactoyl-CoA NC(C(=O)SCCNC(CCNC([C@@H](C(COP(OP(OC[C@@H]1[C@H]([C@H]([C@@H](O1)N1C=NC=2C(N)=NC=NC12)O)OP(=O)(O)O)(=O)O)(=O)O)(C)C)O)=O)=O)(O)C